[N+](=O)([O-])C=1C=CC(=C(CN2C=NC=C2)C1)OC1=CC=CC=C1 1-(5-Nitro-2-phenoxybenzyl)-1H-imidazole